C=C1C(C=C(C(=C1C(C)(C)C)O)C(C)(C)C)C(C(C(=O)[O-])(C1C(C(=C(C(=C1)C(C)(C)C)O)C(C)(C)C)=C)C1C(C(=C(C(=C1)C(C)(C)C)O)C(C)(C)C)=C)C1C(C(=C(C(=C1)C(C)(C)C)O)C(C)(C)C)=C tetrakis(methylene-3',5'-di-t-butyl-4'-hydroxyphenyl)propionate